5-(2-Fluoro-4-iodophenylamino)-imidazo[1,5-a]pyridine-6-carboxylic acid (2-hydroxyethoxy)-amide OCCONC(=O)C=1C=CC=2N(C1NC1=C(C=C(C=C1)I)F)C=NC2